S(=O)(=O)(O)C1=C(N)C=CC(=C1)S(=O)(=O)O 2,4-disulfoaniline